Ammonium bis(oxalate) palladium [Pd+3].C(C(=O)[O-])(=O)[O-].C(C(=O)[O-])(=O)[O-].[NH4+]